acryloxypentyl-bromodimethylsilane C(C=C)(=O)OCCCCC[Si](C)(C)Br